C(C)OC1=NC=CC=C1C=1C=C(C=2N(N1)C(=NC2C(C)C)C)NCC2=NOC(=N2)C 2-(2-ethoxy-3-pyridinyl)-5-isopropyl-7-methyl-N-[(5-methyl-1,2,4-oxadiazol-3-yl)methyl]imidazo[1,5-b]pyridazin-4-amine